N4-(cyclohexylmethyl)benzene-1,4-diamine C1(CCCCC1)CNC1=CC=C(C=C1)N